(-)-3-Hydroxy-2-(4-methoxyphenyl)-2-methyl-2,3-dihydro-1H-inden-1-one OC1C(C(C2=CC=CC=C12)=O)(C)C1=CC=C(C=C1)OC